6,7-dimethyl-4-oxo-4H-benzopyran-3-carbaldehyde CC=1C(=CC2=C(C(C(=CO2)C=O)=O)C1)C